ClC=1C=C(C=C(C1)Cl)C1=CC=NC=2N1N=C(C2C2=NN=C1N2C=CC(=C1)C(F)(F)F)SCC 3-(7-(3,5-dichlorophenyl)-2-(ethylthio)pyrazolo[1,5-a]pyrimidin-3-yl)-7-(trifluoromethyl)-[1,2,4]triazolo[4,3-a]pyridine